8-chloro-1-(4,4-difluoro-1-methylpyrrolidin-3-yl)-2-[(5-methyl-1,2,4-Oxadiazol-3-yl)methyl]-1H-imidazo[4,5-c]Quinoline ClC1=CC=2C3=C(C=NC2C=C1)N=C(N3C3CN(CC3(F)F)C)CC3=NOC(=N3)C